2-((3R,4S)-3-(dimethylamino)-4-fluoropyrrolidin-1-yl)-3-methoxy-6-nitrobenzonitrile CN([C@@H]1CN(C[C@@H]1F)C1=C(C#N)C(=CC=C1OC)[N+](=O)[O-])C